ClC1=C(N=C(C(=N1)N1CCC2([C@@H](COC2)NC(OC(C)(C)C)=O)CC1)C)C(=O)C1=C(C2=C(N(N=C2C=C1)C)Cl)Cl tert-butyl N-[(4S)-8-[6-chloro-5-(3,4-dichloro-2-methyl-2H-indazole-5-carbonyl)-3-methylpyrazin-2-yl]-2-oxa-8-azaspiro[4.5]decan-4-yl]carbamate